tert-Butyl 4-(2-(3-cyano-4-(4-fluorophenyl)-6-(3-methylpyridin-2-yl)pyridin-2-yloxy)ethyl)piperazine-1-carboxylate C(#N)C=1C(=NC(=CC1C1=CC=C(C=C1)F)C1=NC=CC=C1C)OCCN1CCN(CC1)C(=O)OC(C)(C)C